2-chloro-3,5-dibromofluorobenzene C1=C(C=C(C(=C1F)Cl)Br)Br